N1(CCCCC1)CC1C(O1)C(=O)[O-] 3-(piperidin-1-ylmethyl)oxirane-2-carboxylate